C1(CC1)N1C(=NC(=C1)C(F)(F)F)C1=CC=C(C=C1)CN 1-{4-[1-cyclopropyl-4-(trifluoromethyl)imidazol-2-yl]phenyl}methanamine